BrC1=NC(=CC=C1N)C(F)F 2-bromo-6-(difluoromethyl)pyridin-3-amine